Benzyl ((5-bromo-4-fluorobenzo[d]oxazol-2-yl)(4,4-difluorocyclohexyl)methyl)-carbamate BrC=1C=CC2=C(N=C(O2)C(C2CCC(CC2)(F)F)NC(OCC2=CC=CC=C2)=O)C1F